4-[(2S)-2-(methoxymethyl)pyrrolidin-1-yl]-1H-pyrrolo[2,3-b]pyridine-3-carbonitrile COC[C@H]1N(CCC1)C1=C2C(=NC=C1)NC=C2C#N